CCC(=O)C(C)CC=C(C)C dimethyloctenone